CC=1SC2=C(N(C=3C(N(N=CC32)CC=3C=C(CN2C(C4=CC=CC=C4C2=O)=O)C=CC3)=O)C)N1 2-(3-((2,4-Dimethyl-5-oxo-4H-thiazolo[5',4':4,5]pyrrolo[2,3-d]pyridazin-6(5H)-yl)methyl)benzyl)isoindoline-1,3-dione